4-(tert-Butyl)phthalonitrile C(C)(C)(C)C=1C=C(C(C#N)=CC1)C#N